COCCOCCOCCOCCOCCOCCOC1=C(C(=O)O)C=CC(=C1)CCCO (2,5,8,11,14,17-hexaoxanonadec-19-yloxy)-4-(3-hydroxypropyl)benzoic acid